C12(CC(C1)C2)CNC 1-(Bicyclo[1.1.1]pentan-1-yl)-N-methylmethanamine